N1(CCOCC1)CC=1C=C(C(=O)N)C=CC1 3-[(morpholin-4-yl)methyl]benzamide